NCC=1C=C(C=CC1)NC(O)=O [3-(aminomethyl)phenyl]carbamic acid